butyl 3-(prop-2-enoyl)-1-oxa-3,8-diazaspiro[4.5]decane-8-carboxylate C(C=C)(=O)N1COC2(C1)CCN(CC2)C(=O)OCCCC